5-(5-((1-(1,1-difluoroethyl)cyclopropyl)ethynyl)-3,4-dihydro-1,7-naphthyridin-1(2H)-yl)-6,7-difluoro-1-methyl-[1,2,4]triazolo[4,3-a]quinazoline FC(C)(F)C1(CC1)C#CC1=C2CCCN(C2=CN=C1)C1=NC=2N(C3=CC=C(C(=C13)F)F)C(=NN2)C